COCCNC(=O)C1=CC2=C(N(C(=N2)NC2=NC3=C(N2)C=CC(=C3)OC(F)(F)F)C3CCOCC3)C=C1 N-(2-methoxyethyl)-1-(tetrahydro-2H-pyran-4-yl)-2-((5-(trifluoromethoxy)-1H-benzo[d]imidazol-2-yl)amino)-1H-benzo[d]imidazole-5-carboxamide